2-((6-chloro-4'-fluoro-5-methylamino-[1,1'-biphenyl]-2-yl)amino)benzoic acid ClC1=C(C=CC(=C1C1=CC=C(C=C1)F)NC1=C(C(=O)O)C=CC=C1)NC